5-(7-fluoro-1,2,3,4-tetrahydroisoquinoline-2-carbonyl)-6-methyl-N-(1-methylcyclopropyl)furo[2,3-d]pyrimidin-4-amine FC1=CC=C2CCN(CC2=C1)C(=O)C1=C(OC=2N=CN=C(C21)NC2(CC2)C)C